2-[(1S,4S,5R)-5-(3-{bicyclo[2.2.2]oct-1-yl}-5-cyclopropyl-1,2-oxazole-4-carbonyloxy)-2-azabicyclo[2.2.1]heptane-2-yl]-4-fluoro-1,3-benzothiazole-6-carboxylic acid C12(CCC(CC1)CC2)C2=NOC(=C2C(=O)O[C@H]2[C@@H]1CN([C@H](C2)C1)C=1SC2=C(N1)C(=CC(=C2)C(=O)O)F)C2CC2